2-(pyridazin-3-ylmethyl)-1-oxo-1,2,3,4-tetrahydroisoquinoline N1=NC(=CC=C1)CN1C(C2=CC=CC=C2CC1)=O